3,3-Dimethyl-N-{2-methyl-6-morpholin-4-yl-4-(4-trifluoromethylbenzylamino)-phenyl}-butyramide CC(CC(=O)NC1=C(C=C(C=C1N1CCOCC1)NCC1=CC=C(C=C1)C(F)(F)F)C)(C)C